4-amino-N-(cyclohexylmethyl)-N-((5-(trifluoromethyl)pyridin-2-yl)methyl)imidazo[1,5-a]quinoxaline-8-carboxamide NC=1C=2N(C3=CC(=CC=C3N1)C(=O)N(CC1=NC=C(C=C1)C(F)(F)F)CC1CCCCC1)C=NC2